N-(t-butoxycarbonyl)-N-methyl-γ-aminothiobutyrate C(C)(C)(C)OC(=O)N(CCCC(=S)[O-])C